5',6-dimethyl-2'-(3-(methylsulfonyl)-1H-pyrazol-1-yl)-2H-[1,4'-bipyridine]-2-one CC=1C(=CC(=NC1)N1N=C(C=C1)S(=O)(=O)C)N1C(C=CC=C1C)=O